(R)-5-Chloro-N-(1-((2-chloro-4-nitrophenyl)amino)-1-oxo-3-phenylpropan-2-yl)-2-hydroxybenzamide ClC=1C=CC(=C(C(=O)N[C@@H](C(=O)NC2=C(C=C(C=C2)[N+](=O)[O-])Cl)CC2=CC=CC=C2)C1)O